FC=1C=C(C=C(C1CN[C@H]1[C@H](CCC1)O)OC)C=1C(=C(C=CC1)C1=C(C(=CC=C1)NC(=O)C=1C(N(C(NC1)=O)C)=O)C)C N-(3''-fluoro-4''-((((1R,2S)-2-hydroxycyclopentyl)amino)methyl)-5''-methoxy-2,2'-dimethyl-[1,1':3',1''-terphenyl]-3-yl)-3-methyl-2,4-dioxo-1,2,3,4-tetrahydropyrimidine-5-carboxamide